N[C@H]1CN(C[C@@H](C1)F)C(=O)C1=CC2=C(N(C(=N2)C2=CC=3C=4N2C(CN(C4C=CC3)CCC(C)(C)O)CC)C)C(=C1)OC ((3R,5R)-3-amino-5-fluoropiperidin-1-yl)(2-(3-ethyl-1-(3-hydroxy-3-methylbutyl)-2,3-dihydro-1H-pyrrolo[1,2,3-de]quinoxalin-5-yl)-7-methoxy-1-methyl-1H-benzo[d]imidazol-5-yl)methanone